C1(CC1)N(C(OC(C)(C)C)=O)[C@@H]1CN(CC1)C=1N=NC(=CC1)C1=C(C=C(C(=C1)F)C=1C=NN(C1)C1OCCCC1)OCOC tertbutyl N-cyclopropyl-N-[(3S)-1-{6-[5-fluoro-2-(methoxymethoxy)-4-[1-(oxan-2-yl)pyrazol-4-yl]phenyl]pyridazin-3-yl}pyrrolidin-3-yl]carbamate